5-[2-fluoro-6-hydroxy-4-[6-(4-methylpiperazin-1-yl)-3-pyridinyl]phenyl]-1,1-dioxo-1,2,5-thiadiazolidin-3-one FC1=C(C(=CC(=C1)C=1C=NC(=CC1)N1CCN(CC1)C)O)N1CC(NS1(=O)=O)=O